2-(1-methyl-1H-pyrazol-4-yl)-N-(2-methyl-5-((2-(tetrahydro-1H-furo[3,4-c]pyrrol-5(3H)-yl)ethyl)carbamoyl)pyridin-3-yl)pyrazolo[5,1-b]thiazole-7-carboxamide CN1N=CC(=C1)C1=CN2C(S1)=C(C=N2)C(=O)NC=2C(=NC=C(C2)C(NCCN2CC1C(C2)COC1)=O)C